1-(tetrahydro-2H-pyran-2-yl)-1H-indazole-3-carbaldehyde O1C(CCCC1)N1N=C(C2=CC=CC=C12)C=O